N-(2,4-difluoro-3-iodophenyl)-4-methoxy-3-methylbenzenesulfonamide FC1=C(C=CC(=C1I)F)NS(=O)(=O)C1=CC(=C(C=C1)OC)C